3-methyl-N-[(1s,4s)-4-{[2,6-bis(trifluoromethyl)pyridin-4-yl]amino}cyclohexyl]furan-2-carboxamide CC1=C(OC=C1)C(=O)NC1CCC(CC1)NC1=CC(=NC(=C1)C(F)(F)F)C(F)(F)F